C(C)(C)(C)OC(NC(CN1C=C(C2=C1N=CN=C2N)C#CC=2C(=CC1=C(N=C(S1)C1CC1)C2F)F)C=C)=O (1-(4-amino-5-((2-cyclopropyl-4,6-difluorobenzo[d]thiazol-5-yl)ethynyl)-7H-pyrrolo[2,3-d]pyrimidin-7-yl)but-3-en-2-yl)carbamic acid tert-butyl ester